NCC1=C(C=CC=C1)B(O)O (2-(aminomethyl)phenyl)boronic acid